6-methyl-3-(quinolin-2-ylmethoxy)picolinaldehyde CC1=CC=C(C(=N1)C=O)OCC1=NC2=CC=CC=C2C=C1